N-(4-Imidazol-1-yl-2-methoxy-phenyl)-5-methyl-3-phenyl-isoxazole-4-carboxamide N1(C=NC=C1)C1=CC(=C(C=C1)NC(=O)C=1C(=NOC1C)C1=CC=CC=C1)OC